C[Si](N[Si](C)(C)C)(C)C hexamethyl-Disilazane